2-(3-bromophenyl)-2-(tetrahydro-2H-pyran-4-carboxamido)acetic acid methyl ester COC(C(NC(=O)C1CCOCC1)C1=CC(=CC=C1)Br)=O